(1R,2S,5S,6S)-N-{(1S)-1-cyano-2-[(3S)-2-oxopyrrolidin-3-yl]ethyl}-6-(hydroxymethyl)-6-methyl-3-[3-methyl-N-(trifluoroacetyl)-L-Valinyl]-3-azabicyclo[3.1.0]hexane-2-carboxamide C(#N)[C@H](C[C@H]1C(NCC1)=O)NC(=O)[C@@H]1[C@H]2[C@@]([C@H]2CN1C([C@@H](NC(C(F)(F)F)=O)C(C)(C)C)=O)(C)CO